FC(C1=CC=C(OC2CCC(CC2)NC(C=C)=O)C=C1)(F)F N-[4-[4-(trifluoromethyl)phenoxy]cyclohexyl]prop-2-enamide